(S)-3-aminopiperidine N[C@@H]1CNCCC1